OC1=C(C=C(C=C1)C1(CCCCC1)C1=CC(=C(C=C1)O)C)C 1,1-di(4-hydroxy-3-methylphenyl)-cyclohexane